[Cl-].C(C)(C)(C)C=1C(=C(CN2C=[N+](C=C2)CC2=C(C(=CC(=C2)C(C)(C)C)C(C)(C)C)O)C=C(C1)C(C)(C)C)O 1,3-bis(3,5-di-tert-butyl-2-hydroxybenzyl)-imidazolium chloride